The molecule is a tertiary carboxamide resulting from the formal condensation of the carboxy group of (2S)-1-(4-cyanopyridin-2-yl)-5-oxopyrrolidine-2-carboxylic acid with the secondary amino group of (2S)-2-(2-chlorophenyl)-N-(3,3-difluorocyclobutyl)-2-[(5-fluoropyridin-3-yl)amino]acetamide. It is approved by the FDA for the treatment of acute myeloid leukemia (AML) in patients with an isocitrate dehydrogenase-1 (IDH1) mutation. It has a role as an antineoplastic agent and an EC 1.1.1.42 (isocitrate dehydrogenase) inhibitor. It is a member of monochlorobenzenes, a cyanopyridine, a member of pyrrolidin-2-ones, an organofluorine compound, a tertiary carboxamide and a secondary carboxamide. C1CC(=O)N([C@@H]1C(=O)N(C2=CC(=CN=C2)F)[C@@H](C3=CC=CC=C3Cl)C(=O)NC4CC(C4)(F)F)C5=NC=CC(=C5)C#N